COCCN1N=NC(=C1)C1=NC=C(C(=O)N([C@H]2CNCCC2)C2=NC=CC3=C2C(=CS3)C)C=C1 (R)-6-(1-(2-methoxyethyl)-1H-1,2,3-triazol-4-yl)-N-(3-methylthieno[3,2-c]pyridin-4-yl)-N-(piperidin-3-yl)nicotinamide